C(C)(=O)OC[C@@H]1O[C@@H](C[C@H](C1)N1N=NC(=C1)C1=CC(=CC(=C1)F)F)C#N (2R,3R,4R,5R,6S)-2-(acetoxymethyl)-6-cyano-4-(4-(3,5-difluorophenyl)-1H-1,2,3-triazol-1-yl)tetrahydro-2H-pyran